4-(4-chlorophenyl)-N-(1-(cyclopropylmethyl)pyrrolidin-3-yl)phthalazin-1-amine ClC1=CC=C(C=C1)C1=NN=C(C2=CC=CC=C12)NC1CN(CC1)CC1CC1